C(CCC)[N+](CCCC)(CCCC)CCCC.[O-]P([O-])(=O)OP(=O)(OC\C=C(/C)\CCC=C(C)C)[O-].C(CCC)[N+](CCCC)(CCCC)CCCC.C(CCC)[N+](CCCC)(CCCC)CCCC 3-geranyl pyrophosphate tetrabutyl-ammonium salt